N1(CCCCCC1)C=1N=NC(=C(C1C(=O)NC1=CC(=CC=C1)S(=O)(=N)C)C)C(F)(F)F 3-(azepan-1-yl)-5-methyl-N-(3-(S-methylsulfonimidoyl)phenyl)-6-(trifluoromethyl)pyridazine-4-carboxamide